N(=C=O)C1C(CCCC1)N=C=O 1,2-diisocyanatocyclohexane